C(C)(C)(C)OC(=O)N[C@@H](C(=O)NCCC(=O)OCC1=CC=CC=C1)CCNC(=O)OC(C)(C)C Benzyl (R)-3-{2,4-bis[(tert-butoxycarbonyl)amino]butanamido}propanoate